O[C@@H]1C[C@H](N(C1)C(=O)OC(C)(C)C)C(N[C@@H](CO)C1=CC=C(C=C1)C=1C(=NC=CC1)C)=O tert-butyl (2S,4R)-4-hydroxy-2-(((R)-2-hydroxy-1-(4-(2-methylpyridin-3-yl)phenyl) ethyl)carbamoyl)pyrrolidine-1-carboxylate